C1(=CC=CC=C1)C1=CC=CC=2C3=C(SC21)C(=CC=C3)C=3C=C(C=CC3)B(O)O (3-(6-phenyldibenzo[b,d]thiophen-4-yl)phenyl)boronic acid